2,4-bis(mercaptomethyl)-1,3,5-triazine-2,4-di-thiol SCC1(NC=NC(N1)(S)CS)S